C(CCCCCC)(=O)N[C@@H](CNC(OCC1=CC=CC=C1)=O)C(=O)NCCCCCC benzyl (S)-(2-heptanamido-3-(hexylamino)-3-oxopropyl)carbamate